3-(5-methyl-2,5-diazabicyclo[2.2.2]octan-2-yl)benzene-1,2-diamine CN1C2CN(C(C1)CC2)C2=C(C(=CC=C2)N)N